Cyclopropane-1,1-dicarboxylic Acid [4-(6,7-dimethoxy-quinolone-4-yloxy)-phenyl]-amide (4-fluoro-phenyl)-amide FC1=CC=C(C=C1)NC(=O)C1(CC1)C(=O)NC1=CC=C(C=C1)OC1=CC(NC2=CC(=C(C=C12)OC)OC)=O